Tert-butyl 5,5-difluoro-6-methyl-2-prop-2-enoyl-2,7-diazaspiro[3.5]nonane-7-carboxylate FC1(C2(CN(C2)C(C=C)=O)CCN(C1C)C(=O)OC(C)(C)C)F